ClC=1C=CC(=NC1C(F)(F)F)C=NS(=O)C(C)(C)C N-((5-chloro-6-(trifluoromethyl)pyridin-2-yl)methylene)-2-methylpropan-2-sulfinamide